[OH-].OC(C(=O)[O-])C.OC(C(=O)[O-])C.[NH4+].[NH4+].[Ti+] titanium diammonium di(2-hydroxy propionate) hydroxide